C(#N)C1=CN=C(N1CC1=C(OCCC[C@H](CC(=O)OCC)C)C=CC=C1)C1=CC=C(C=C1)C(F)(F)F ethyl (3R)-6-(2-((5-cyano-2-(4-(trifluoromethyl) phenyl)-1H-imidazol-1-yl) methyl) phenoxy)-3-methylhexanoate